FC1=CC=C(C=C1)N1C(NC(=C1C)C(=O)N)=O 1-(4-fluorophenyl)-5-methyl-2-oxo-2,3-dihydro-1H-imidazole-4-carboxamide